O=C1C(NC(C(SSCCCNCCCCCN1)=O)=O)=O tetraoxo-1,2-dithia-5,8,14-triazacycloheptadecane